(R)-2-chloro-N-(5-chloro-6-(2-methyl-2H-tetrazol-5-yl)pyridin-3-yl)-8,8-dimethyl-7,8-dihydro-6H-cyclopenta[e]pyrazolo[1,5-a]pyrimidine-6-carboxamide ClC1=NN2C(N=CC3=C2C(C[C@H]3C(=O)NC=3C=NC(=C(C3)Cl)C=3N=NN(N3)C)(C)C)=C1